thiadiazol-5(4H)-thione S1N=NCC1=S